ethyl ethanedisulfonate C(CS(=O)(=O)[O-])S(=O)(=O)OCC